tetrafluoroethane fluorine [F].FCC(F)(F)F